FC1=C(C=C(C=C1)C1=NOC(=C1)C(=O)N1CC(CC1)C1=CC=CC=C1)O (3-(4-fluoro-3-hydroxyphenyl)isoxazol-5-yl)(3-phenylpyrrolidin-1-yl)methanone